C[C@H]1N(CCNC1)C(=O)OC(C)(C)C t-butyl (R)-2-methylpiperazine-1-carboxylate